4'-[1,3-phenylenebis(1-methyl-ethylene)]bisphenol tert-butyl-3-((4-(5-(pyrimidin-4-yl)-4H-1,2,4-triazol-3-yl)tetrahydro-2H-pyran-4-yl)amino)benzoate C(C)(C)(C)C1=C(C(=O)OC2=C(C=CC=C2)CC(C)C2=CC(=CC=C2)C(CC2=C(C=CC=C2)O)C)C=CC=C1NC1(CCOCC1)C1=NN=C(N1)C1=NC=NC=C1